benzyl-3'-((2-hydroxy-3,4-dioxocyclobut-1-en-1-yl)amino)-5'-(1H-tetrazol-5-yl)-[1,1'-biphenyl]-4-carboxamide C(C1=CC=CC=C1)C1=C(C=CC(=C1)C(=O)N)C1=CC(=CC(=C1)C1=NN=NN1)NC1=C(C(C1=O)=O)O